C(CCCCCCCCCCCCCCCCC)OC[SiH3] stearoxymethyl-silane